methyl 3-methylcinnamate CC=1C=C(C=CC(=O)OC)C=CC1